2-bromo-[1,2,4]triazolo[1,5-a]pyridine-7-ol BrC1=NN2C(C=C(C=C2)O)=N1